OCC(C1=CC=CC=C1)NC(=O)C=1N=CN(C1)C1=CC(=NC=C1C)NC1=CC=CC=C1 N-(2-hydroxy-1-phenylethyl)-1-(5-methyl-2-(phenyl-amino)pyridin-4-yl)-1H-imidazole-4-carboxamide